ClC1=CC=C(C=C1)CCCN1CCN(CC1)C=1C=C(C=NC1)O 5-(4-(3-(4-chlorophenyl)propyl)piperazin-1-yl)-3-hydroxypyridine